C1(CC1)C1=NN(C=C1C1=NC(=C(C=C1)F)C)C[C@@H]1C[C@H](C1)N trans-3-((3-cyclopropyl-4-(5-fluoro-6-methylpyridin-2-yl)-1H-pyrazol-1-yl)methyl)cyclobutan-1-amine